4-morpholino-N-(tetrahydro-2H-pyran-4-yl)-2-(4-(m-tolyl)-1H-pyrazol-1-yl)furo[3,2-d]pyrimidine-6-carboxamide O1CCN(CC1)C=1C2=C(N=C(N1)N1N=CC(=C1)C=1C=C(C=CC1)C)C=C(O2)C(=O)NC2CCOCC2